C(C)(C)(C)OC(=O)N1CC2=C(CC1)C=CN2CC2=CC=CC=C2 1-Benzyl-4H,5H,7H-pyrrolo[2,3-c]pyridine-6-carboxylic acid tert-butyl ester